4,6-bis(1H-imidazol-1-yl)isophthalic acid N1(C=NC=C1)C1=C(C=C(C(=O)O)C(=C1)N1C=NC=C1)C(=O)O